2-(8-((1R,5S,7r)-3-oxa-9-azabicyclo[3.3.1]nonan-7-yl)-6H-pyrano[3,2-c]pyridazin-3-yl)-5-(1-methyl-1H-pyrazol-4-yl)phenol [C@H]12COC[C@H](CC(C1)C1=CCOC3=C1N=NC(=C3)C3=C(C=C(C=C3)C=3C=NN(C3)C)O)N2